CC(CO)CCCO 2-methyl-1,5-pentylene glycol